P(=O)(OCCN1CCN(CC1)C(CCCCCCCCCCCCCCCC)=O)(OCCCCCCCCC)O 2-(4-heptadecanoylpiperazin-1-yl)ethyl nonyl hydrogen phosphate